C(CCC)C1(CCCCC1)O butyl-1-cyclohexanol